2-(3-tert-butyl-2-hydroxyphenyl)-2H-benzotriazole C(C)(C)(C)C=1C(=C(C=CC1)N1N=C2C(=N1)C=CC=C2)O